C(C1CO1)[As](O)(O)=O.N(C(=O)C)C1=CC=C(O)C=C1 paracetamol (glycidyl arsonate)